4-((3-(4-Chloro-1H-pyrrolo[2,3-b]pyridin-2-yl)phenyl)sulfonyl)morpholine ClC1=C2C(=NC=C1)NC(=C2)C=2C=C(C=CC2)S(=O)(=O)N2CCOCC2